1,3-propylene diisothiocyanate C(CCN=C=S)N=C=S